5-chloropyridine-3,4-diamine ClC=1C(=C(C=NC1)N)N